Cl.CC1=NOC(=C1C=1C=C(C=CC1)S(=O)(=O)N1C=C(C=C1C1=C(C=CC=C1)F)CNC)C 1-(1-((3-(3,5-dimethylisoxazol-4-yl)phenyl)sulfonyl)-5-(2-fluorophenyl)-1H-pyrrol-3-yl)-N-methyl-methylamine hydrochloride